2-(((1H-benzo[d]imidazol-2-yl)methyl)thio)-3-phenethylpteridin-4(3H)-one N1C(=NC2=C1C=CC=C2)CSC2=NC1=NC=CN=C1C(N2CCC2=CC=CC=C2)=O